N-(5-(2,3'-Dimethyl-2'-oxo-2',3'-dihydrospiro[cyclobutane-1,1'-pyrrolo[2,3-c]quinolin]-8'-yl)-2-(3-(dimethylamino)azetidin-1-yl)pyridin-3-yl)methanesulfonamide formate C(=O)O.CC1CCC12C(N(C=1C=NC=3C=CC(=CC3C12)C=1C=C(C(=NC1)N1CC(C1)N(C)C)NS(=O)(=O)C)C)=O